FC=1C=C(C(=NC1)C1(C=C(C(C(C1)(C)C)=O)C#N)OC)C=1C=NC=C(C1)S(=O)(=O)C 3-(5-fluoro-5'-(methylsulfonyl)-[3,3'-bipyridin]-2-yl)-3-methoxy-5,5-dimethyl-6-oxocyclohex-1-ene-1-carbonitrile